N1C=C(C2=CC=CC=C12)CCNC1=C2N=CN(C2=NC(=N1)C=1C=NC=C(C1)F)[C@@H](COCC1=CC=CC=C1)C (R)-N-(2-(1H-indol-3-yl)ethyl)-9-(1-(benzyloxy)propan-2-yl)-2-(5-fluoropyridin-3-yl)-9H-purin-6-amine